CNC(=O)C1=C(OC2=C1C=CC(=C2)OC2=CC=NC1=CC(=CC=C21)OCCN2CCOCC2)C N,2-Dimethyl-6-{[7-(2-Morpholin-4-Ylethoxy)quinolin-4-Yl]oxy}-1-Benzofuran-3-Carboxamide